CN1N=C(C(=C1)C=1C2=C(N=C(N1)NC=1C=C(C(=CC1)N(C)CCN(C)C)NC)N(C=C2)S(=O)(=O)C2=CC=C(C)C=C2)C N4-(4-(1,3-dimethyl-1H-pyrazol-4-yl)-7-tosyl-7H-pyrrolo[2,3-d]pyrimidin-2-yl)-N1-(2-(dimethylamino)ethyl)-N1,N2-dimethylbenzene-1,2,4-triamine